C(#N)C1=CC=C(C[C@H](N)C(=O)O)C=C1 4-cyano-L-phenylalanine